BrC1=C(C(=O)OC)C=C(C=C1)C=1NC(C2=C(N1)CCSC2)=O methyl 2-bromo-5-(4-oxo-3,5,7,8-tetrahydro-4H-thiopyrano[4,3-d]pyrimidin-2-yl)benzoate